COCCC1(CCN(CC1)C)C(=O)O 4-(2-methoxyethyl)-1-methylpiperidine-4-carboxylic acid